6-(3-amino-6-bromo-5-fluoropyrazin-2-yl)-7-fluoroisoquinolin-1(2H)-one NC=1C(=NC(=C(N1)F)Br)C=1C=C2C=CNC(C2=CC1F)=O